COC([C@H](CC1=CC(=C(C(=C1)I)OC)O)NC(=O)OC(C)(C)C)=O (S)-2-((tert-Butoxycarbonyl)amino)-3-(3-hydroxy-5-iodo-4-methoxyphenyl)propionic acid methyl ester